1-ethyl-3-((S)-1,1,1,5,5,5-hexafluoropentan-2-yl)-1-(2,2,2-trifluoro-1-(8-(8-methoxyimidazo[1,2-a]pyrazin-6-yl)imidazo[1,2-a]pyridin-6-yl)ethyl)urea C(C)N(C(=O)N[C@H](C(F)(F)F)CCC(F)(F)F)C(C(F)(F)F)C=1C=C(C=2N(C1)C=CN2)C=2N=C(C=1N(C2)C=CN1)OC